CS(=O)(=O)N1CCC(=CC1)N1N=C(C=CC1=O)C(=O)OC methyl 1-(1-(methylsulfonyl)-1,2,3,6-tetrahydropyridin-4-yl)-6-oxo-1,6-dihydropyridazine-3-carboxylate